terephthalylidenedi-camphorsulfonic acid C(C1=CC=C(C=C1)C=C1C(C2(CCC1C2(C)C)CS(=O)(=O)O)=O)=C2C(C1(CCC2C1(C)C)CS(=O)(=O)O)=O